BrC1=C(C=C(C(=O)N(C)C(C)C2=CN(C(C3=CC(=C(C=C23)F)F)=O)C)C=C1)F 4-Bromo-N-(1-(6,7-difluoro-2-methyl-1-oxo-1,2-dihydroisoquinolin-4-yl)ethyl)-3-fluoro-N-methylbenzamide